C(C1=CC=CC=C1)OC1=C(C=C(C=C1F)C1CCC(N1)=O)F 5-(4-(benzyloxy)-3,5-difluorophenyl)pyrrolidin-2-one